[3H-].[V+5].[3H-].[3H-].[3H-].[3H-] vanadium tritide